N-{2-[(3S,4R)-4-(2-aminoethoxy)-3-fluoro-3-methylpiperidin-1-yl]pyrimidin-4-yl}-8-[(2R,3S)-3-(methanesulfonylmeth-yl)-2-methylazetidin-1-yl]-5-(propan-2-yl)isoquinolin-3-amine NCCO[C@H]1[C@@](CN(CC1)C1=NC=CC(=N1)NC=1N=CC2=C(C=CC(=C2C1)C(C)C)N1[C@@H]([C@H](C1)CS(=O)(=O)C)C)(C)F